CNC1=NC=C(C2=CC(=NC=C12)NC1=NC=CC=C1)C#CC=1C=CC2=C(N(N=N2)C)C1 N1-methyl-4-((1-methyl-1H-benzo[d][1,2,3]triazol-6-yl)ethynyl)-N6-(pyridin-2-yl)-2,7-naphthyridine-1,6-diamine